tertbutyl (2-bromoethyl)carbamate BrCCNC(OC(C)(C)C)=O